C(C)(=O)OCCCCCCCCC=CC=CCC 9,11-tetradecadien-1-yl acetate